OC1=C(C=CC(=C1)O)CC(=O)NC(C(=O)N)CC 2-[[2-(2,4-dihydroxyphenyl)acetyl]amino]butanamide